(R)-N-(1-(6-amino-4-(1,1-difluoro-2-methoxyethyl)pyridin-2-yl)ethyl)-7-methoxy-6-(4-methoxytetrahydro-2H-pyran-4-yl)-2-methylquinazolin-4-amine NC1=CC(=CC(=N1)[C@@H](C)NC1=NC(=NC2=CC(=C(C=C12)C1(CCOCC1)OC)OC)C)C(COC)(F)F